benzofulvene C=C1C=CC2=CC=CC=C12